CN(CCOC1=C(C=CC(=C1)C1=CN=CO1)[N+](=O)[O-])C N,N-dimethyl-2-(2-nitro-5-(oxazol-5-yl)phenoxy)ethanamine